N-((3R,4S)-4-((6-(2,6-difluoro-3,5-dimethoxyphenyl)-8-ethyl-7-thioxo-5,6,7,8-tetrahydropyrimido[4,5-d]pyrimidin-2-yl)amino)tetrahydrofuran-3-yl)acrylamide FC1=C(C(=C(C=C1OC)OC)F)N1C(N(C2=C(C1)C=NC(=N2)N[C@H]2[C@H](COC2)NC(C=C)=O)CC)=S